(4Z)-2-chloro-4-{[(R)-2-methylpropan-2-sulfinyl]imino}-4,6-dihydro-spiro[cyclopenta[d][1,3]thiazole-5,4'-piperidine]-1'-carboxylic acid tert-butyl ester C(C)(C)(C)OC(=O)N1CCC/2(CC1)CC1=C(N=C(S1)Cl)\C2=N/[S@](=O)C(C)(C)C